4-(benzyloxy)-3-methoxy-5-((4-methoxybenzyl)oxy)benzoic acid C(C1=CC=CC=C1)OC1=C(C=C(C(=O)O)C=C1OCC1=CC=C(C=C1)OC)OC